C(#N)C1=CC(=C(C=C1F)NS(=O)(=O)C1=CNC2=CC(=CC=C12)C(F)(F)F)F N-(4-cyano-2,5-difluorophenyl)-6-(trifluoromethyl)-1H-indole-3-sulfonamide